OC1=C(C=C(C=C1)C=C)C=NC1C(CCCC1)N=CC1=C(C=CC(=C1)C=C)O N,N'-Bis[(2-hydroxy-5-vinylphenyl)methylen]-1,2-diaminocyclohexan